C(CCCCCCCCCCCCCCCCC)OC1CC(NC(C1)(C)C)(C)C 4-Stearyloxy-2,2,6,6-tetra-methylpiperidin